11-acetyl-3-fluoro-9-methyl-5,6-dihydro-7H-benzo[c]xanthen-7-one C(C)(=O)C=1C=2OC=3C4=C(CCC3C(C2C=C(C1)C)=O)C=C(C=C4)F